(E)-4,4,5,5-tetramethyl-2-(2-(tetrahydro-2H-pyran-4-yl)vinyl)-1,3,2-dioxaborolane CC1(OB(OC1(C)C)\C=C\C1CCOCC1)C